tert-butyl 7-[6-[2-(2-[2-[(4-methylbenzenesulfonyl)oxy]ethoxy]ethoxy)ethoxy]pyridin-3-yl]pyrido[4,3-b]indole-5-carboxylate CC1=CC=C(C=C1)S(=O)(=O)OCCOCCOCCOC1=CC=C(C=N1)C=1C=CC=2C3=C(N(C2C1)C(=O)OC(C)(C)C)C=CN=C3